2-(1-(4-(4-methylpiperazin-1-yl) phenyl) ethyl)-10H-phenothiazinecitrate CN1CCN(CC1)C1=CC=C(C=C1)C(C)C1=C(C=2NC3=CC=CC=C3SC2C=C1)C(C(CC(=O)[O-])(O)C(=O)[O-])C(=O)[O-]